FC(CC=1C(=NC(=NC1)NS(=O)(=O)C1=CSC2=NC(=CC=C21)C(F)F)OC)F N-[5-(2,2-difluoroethyl)-4-methoxy-pyrimidin-2-yl]-6-(difluoromethyl)thieno[2,3-b]pyridine-3-sulfonamide